C(C)(C)(C)OC(=O)N1CC2=C(CC1)N=C(S2)C=2C(=C(C=CC2)C2=C(C(=CC=C2)OCCCN2CC1(CCC2)CCOCC1)C)C 2-(3'-(3-(9-oxa-2-azaspiro[5.5]undecan-2-yl)propoxy)-2,2'-dimethyl-[1,1'-biphenyl]-3-yl)-6,7-dihydrothiazolo[5,4-c]pyridine-5(4H)-carboxylic acid tert-butyl ester